C(N)(=O)C1=C(C=C(C=C1F)B(O)O)F 4-carbamoyl-3,5-difluoro-phenylboronic acid